3-cyano-2-(2-(4-sulfamoylphenyl)acetamido)-6,7-dihydrothieno[3,2-c]pyridine C(#N)C1=C(SC2=C1C=NCC2)NC(CC2=CC=C(C=C2)S(N)(=O)=O)=O